1,4,4-trimethyl-4,5-dihydro-1H-pyrazolo[4,3-H]quinazoline-3,8-diamine CN1N=C(C=2C(CC=3C=NC(=NC3C21)N)(C)C)N